5-isopropoxy-2-(pyridin-4-yl)-4-(2,8-diazaspiro[4.5]decan-8-yl)pyrido[3,4-d]pyrimidine C(C)(C)OC1=CN=CC=2N=C(N=C(C21)N2CCC1(CCNC1)CC2)C2=CC=NC=C2